C(N)(=O)C=1N(C=C(N1)C1=CC=2N(C=C1)C(=NN2)C(=O)NC=2C(=NC=C(C2)NC(CN2CC(C2)(C)C)=O)C)C 7-(2-carbamoyl-1-methyl-1H-imidazol-4-yl)-N-(5-(2-(3,3-dimethylazetidin-1-yl)acetamido)-2-methylpyridin-3-yl)-[1,2,4]triazolo[4,3-a]pyridine-3-carboxamide